N-(8-(4,4-difluoropiperidin-1-yl)-1,7-naphthyridin-6-yl)-4-nitro-2-(6-azaspiro[2.5]oct-6-yl)benzamide FC1(CCN(CC1)C=1N=C(C=C2C=CC=NC12)NC(C1=C(C=C(C=C1)[N+](=O)[O-])N1CCC2(CC2)CC1)=O)F